N-benzyl-1-(6-(4-chlorophenyl)imidazo[2,1-b]thiazol-5-yl)methanamine C(C1=CC=CC=C1)NCC1=C(N=C2SC=CN21)C2=CC=C(C=C2)Cl